6-[5-(6-methyl-2-pyridyl)-1H-imidazol-4-yl]-3-piperazin-1-yl-quinoline CC1=CC=CC(=N1)C1=C(N=CN1)C=1C=C2C=C(C=NC2=CC1)N1CCNCC1